3,4-dimethoxy-5-nitrobenzoic acid COC=1C=C(C(=O)O)C=C(C1OC)[N+](=O)[O-]